4,6-dimethyl-2-aminophenol hydrochloride Cl.CC1=CC(=C(C(=C1)C)O)N